S1C(=CC=C1)C(=O)N thiophene-carboxamide